NC1=CC=C(CC2=CC=C(NC(C)CCC(C)C)C=C2)C=C1 4-(4-aminobenzyl)-N-(5-methylhexan-2-yl)aniline